2'-methyl-1'-[(1-methylpyrazol-4-yl)methyl]-2-(trifluoromethyl)spiro[6,7-dihydrothieno[3,2-c]pyran-4,4'-piperidin]-7-ol CC1N(CCC2(C1)OCC(C1=C2C=C(S1)C(F)(F)F)O)CC=1C=NN(C1)C